Phosphofluorene P(=O)(=O)C1=CC=CC=2C3=CC=CC=C3CC12